5-[bis[(4-methoxyphenyl)methyl]amino]-6-methyl-1H-pyrrolo[3,2-b]pyridine-2-carboxylic acid COC1=CC=C(C=C1)CN(C1=C(C=C2C(=N1)C=C(N2)C(=O)O)C)CC2=CC=C(C=C2)OC